OC(CN(CCNC(CCCCCCC\C=C/CCCCCCCC)=O)CCO)CO N-[2-[(2,3-dihydroxypropyl)(2-hydroxyethyl)amino]ethyl]oleamide